dimethylsilylenebis(indenyl)zirconium monochloride [Cl-].C[Si](=[Zr+](C1C=CC2=CC=CC=C12)C1C=CC2=CC=CC=C12)C